CN(C(CN1N=CC(=C1)C1=CC=C(C=C1)C1=NC2=CN=CC=C2C=C1C(=O)N(C)CCOC)=O)C 4-(1-(2-(dimethylamino)-2-oxoethyl)-1H-pyrazole-4-yl)phenyl-N-(2-methoxyethyl)-N-methyl-1,7-naphthyridine-3-carboxamide